5-[3-[1-(3,6-dimethyl-2-morpholino-4-oxo-chromen-8-yl)ethylamino]-2-pyridyl]-3-fluoro-2-(4,4,5,5-tetramethyl-1,3,2-dioxaborolan-2-yl)benzaldehyde CC1=C(OC2=C(C=C(C=C2C1=O)C)C(C)NC=1C(=NC=CC1)C=1C=C(C(=C(C=O)C1)B1OC(C(O1)(C)C)(C)C)F)N1CCOCC1